C1(CCCC1)OC1=NC(=NC=C1C)NC1=CC2=C(B(OC2)O)C=C1 5-((4-(Cyclopentyloxy)-5-methylpyrimidin-2-yl)amino)benzo[c][1,2]oxaborole-1(3H)-ol